CN(C1=CC=C(C(=O)C2=CC=C(C=C2)N(C)C)C=C1)C N,N,N',N'-tetramethyl-4,4'-diaminobenzophenone